5-chloro-4-(methoxycarbonyl)-1H-indole-7-carboxylic acid ClC=1C(=C2C=CNC2=C(C1)C(=O)O)C(=O)OC